CC1(OC=2C(C=CC2)=CC1)C 2,3-dihydro-2,2-dimethyl-7-benzofuran